methyl (2R,4S)-4-tert-butyl-1-{N-[(trifluoromethyl) sulfonyl]-L-valyl}piperidine-2-carboxylate C(C)(C)(C)[C@@H]1C[C@@H](N(CC1)C([C@@H](NS(=O)(=O)C(F)(F)F)C(C)C)=O)C(=O)OC